propyl-paraben (n-propyl para-hydroxybenzoate) C(CC)C1=C(C(=O)O)C=CC(=C1)O.C(CC)OC(=O)C1=CC=C(O)C=C1